COC(C1=NC(=CC=C1)CO[Si](C)(C)C(C)(C)C)=O 6-(((tert-butyldimethylsilyl)oxy)methyl)picolinic acid methyl ester